5-(2-(4-((3-fluoro-5-(hydroxymethyl)benzyl)amino)butoxy)ethoxy)benzo[c][2,6]naphthyridine-8-carboxylic acid FC=1C=C(CNCCCCOCCOC2=NC3=C(C4=CN=CC=C24)C=CC(=C3)C(=O)O)C=C(C1)CO